O[C@H](C(=O)OCC1=CC(=NC(=C1)Cl)Cl)CC(C)C (2,6-Dichloropyridin-4-yl)methyl (S)-2-hydroxy-4-methylpentanoate